N-(3-chloro-4-fluorophenyl)-4-(5-(1,1-difluoro-2-(7-methyl-2,7-diazaspiro[3.5]nonan-2-yl)-2-oxoethyl)-5-hydroxyoctahydropentalen-2-yl)-1-methyl-1H-imidazole-5-carboxamide ClC=1C=C(C=CC1F)NC(=O)C1=C(N=CN1C)C1CC2CC(CC2C1)(O)C(C(=O)N1CC2(C1)CCN(CC2)C)(F)F